methyl-ethyl-methyl-ethyl-methyl-ethyl-imidazole CCC(C=1NC(=C(N1)C)CC)(C)CC